C1(CCC(CC1)N1CCCCC1)N1CCCCC1 1,1'-(1,4-cyclohexanediyl)dipiperidine